CC1=NC(=NC=C1)[C@@H]1[C@H](C1)C(=O)OCC ethyl (1S,2S)-2-(4-methylpyrimidin-2-yl)cyclopropane-1-carboxylate